(E)-4-((R)-3-(3,5-difluoro-4-((1R,3R)-2-(2-fluoro-2-methylpropyl)-3-methyl-2,3,4,9-tetrahydro-1H-pyrido[3,4-b]indol-1-yl)phenoxy)pyrrolidin-1-yl)-N,N-dimethylbut-2-enamide FC=1C=C(O[C@H]2CN(CC2)C/C=C/C(=O)N(C)C)C=C(C1[C@H]1N([C@@H](CC2=C1NC1=CC=CC=C21)C)CC(C)(C)F)F